2-(3-fluorophenyl)-N-(2'-(4-methylpiperidin-1-yl)-[4,4'-bipyridin]-2-yl)acetamide FC=1C=C(C=CC1)CC(=O)NC1=NC=CC(=C1)C1=CC(=NC=C1)N1CCC(CC1)C